ethyl 5-fluoro-2-oxo-1,2,3,4-tetrahydroquinoline-3-carboxylate FC1=C2CC(C(NC2=CC=C1)=O)C(=O)OCC